(Z)-2-[5-(3-cyclohexylpyrazol-1-yl)-2-methyl-phenoxy]-3-methoxy-prop-2-enoic acid methyl ester COC(/C(=C/OC)/OC1=C(C=CC(=C1)N1N=C(C=C1)C1CCCCC1)C)=O